C(C)OC(=O)C=1C=CC=2N(C1)N=C(C2C)C2=CC=1C(=C(N=CC1)C1CCN(CC1)C(COC)=O)N2CC2CC2 2-(1-(cyclopropylmethyl)-7-(1-(2-methoxyacetyl)piperidin-4-yl)-1H-pyrrolo[2,3-c]pyridin-2-yl)-3-methylpyrazolo[1,5-a]pyridine-6-carboxylic acid ethyl ester